2-methyl-1-[4-(methylthio)phenyl]-2-morpholino(morpholino)propan-1-one Sodium 1-Naphthaleneacetate C1(=CC=CC2=CC=CC=C12)CC(=O)[O-].[Na+].CC(C(=O)C1=CC=C(C=C1)SC)(CN1CCOCC1)N1CCOCC1